methyl 3-(benzofuran-4-yl)-3-carbamoylcyclobutane-1-carboxylate O1C=CC2=C1C=CC=C2C2(CC(C2)C(=O)OC)C(N)=O